2-(3-(4-methoxyphenyl)-6-oxopyridazin-1(6H)-yl)-N-(4-phenylbutan-2-yl)acetamide COC1=CC=C(C=C1)C1=NN(C(C=C1)=O)CC(=O)NC(C)CCC1=CC=CC=C1